CC1(OC2=C(C1)C=CC=C2OC(=O)NCCC(=O)O)C 3-[[(2,3-dihydro-2,2-dimethyl-7-benzofuranyloxy)carbonyl]amino]propionic acid